C1(CCCCC1)C1=CC=C(C=C1)C1=CC=2C3=C(NC2C=C1)CCN(C3)C(=O)O.C(C)N(C(CCC)=S)C3=C(N=C(S3)C=3C=NC=CC3)C N-ethyl-N-[4-methyl-2-(3-pyridyl)thiazol-5-yl]-3-methylthiopropanamide 8-(4-cyclohexylphenyl)-1,3,4,5-tetrahydro-2H-pyrido[4,3-b]indole-2-carboxylate